CC1=C(C=CC=C1)C1=NC2=CC=CC=C2C=C1 2-(2-methylphenyl)quinoline